copper-nickel oxide [Ni]=O.[Cu]